O=C1NC(CCC1NC1=C(C=CC=C1)N1CCN(CC1)C(=O)OC(C)(C)C)=O tert-Butyl (+)-4-(2-((2,6-dioxopiperidin-3-yl)amino)phenyl)piperazine-1-carboxylate